methyl (S)-10-chloro-5-isopropyl-9-(3-methoxypropoxy)-2-oxo-1,2,5,6-tetrahydrobenzo[2,3]oxepino[4,5-b]pyridine-3-carboxylate ClC1=CC2=C(OC[C@H](C3=C2NC(C(=C3)C(=O)OC)=O)C(C)C)C=C1OCCCOC